C(C)([SiH2]C(F)F)[SiH2]C(F)F 1,1'-Ethylidenebis[1-(difluoromethyl)silane]